C(C)(C)(C)OC(=O)N1[C@@H](C2C(C2(C1)F)(C)C)C(=O)O (2S)-3-(tert-Butoxycarbonyl)-5-fluoro-6,6-dimethyl-3-azabicyclo[3.1.0]Hexane-2-Formic acid